COC(=O)C1CC2C=C(CC2C1)C#N 5-cyano-1,2,3,3a,4,6a-hexahydropentalene-2-carboxylic acid methyl ester